4-((3,5-dicyclohexylphenyl)(oxetan-3-ylmethyl)amino)benzoic acid C1(CCCCC1)C=1C=C(C=C(C1)C1CCCCC1)N(C1=CC=C(C(=O)O)C=C1)CC1COC1